(1S,2S,5R)-N-(2,2-difluoro-2-phenylethyl)-1-hydroxy-2-isopropyl-5-methylcyclohexane-1-carboxamide FC(CNC(=O)[C@]1([C@@H](CC[C@H](C1)C)C(C)C)O)(C1=CC=CC=C1)F